C(C)N1C=NC2=C1N=NC=C2C2=CC(=C(C=C2)F)C2=CC1C=NN(C1C=C2OC)C2=CC=CC=C2 7-Ethyl-4-(4-fluoro-3-(6-methoxy-1-phenyl-3a,7a-dihydro-1H-indazol-5-yl)phenyl)-7H-imidazo[4,5-c]pyridazine